tert-butyl (3R,4R)-3-fluoro-4-(4-fluoro-2-methoxy-5-(4,4,5,5-tetramethyl-1,3,2-dioxaborolan-2-yl)benzamido)pyrrolidine-1-carboxylate F[C@@H]1CN(C[C@H]1NC(C1=C(C=C(C(=C1)B1OC(C(O1)(C)C)(C)C)F)OC)=O)C(=O)OC(C)(C)C